C(#N)C1N(CCC1)C#N Dicyanopyrrolidine